Chromic tripicolinate N1=C(C=CC=C1)C(=O)[O-].N1=C(C=CC=C1)C(=O)[O-].N1=C(C=CC=C1)C(=O)[O-].[Cr+3]